NC1=CC=C(C=N1)N1C=C(C(C2=CC(=C(C=C12)N1[C@H](CCC1)COC1=NC=CC=C1Cl)C#N)=O)C(=O)O (R)-1-(6-aminopyridin-3-yl)-7-(2-(((3-chloropyridin-2-yl)oxy)methyl)pyrrolidin-1-yl)-6-cyano-4-oxo-1,4-dihydroquinoline-3-carboxylic acid